propyl 1,1,2,2-tetrafluoroethyl ether FC(C(F)F)(F)OCCC